p-carbonylethylhexyloxytriazine C(=O)=CCC1=NN=NC=C1OCCCCCC